2-chloro-N-(2-hydroxy-5-(5-methyl-7-oxo-2,3-diphenyl-4,7-dihydropyrazolo[1,5-a]pyrimidin-6-yl)phenyl)acetamide ClCC(=O)NC1=C(C=CC(=C1)C1=C(NC=2N(C1=O)N=C(C2C2=CC=CC=C2)C2=CC=CC=C2)C)O